6-(4-(Hydroxymethyl)-4-(3-phenylpropyl)piperidin-1-yl)-5-methylpyrimidin-4-ol OCC1(CCN(CC1)C1=C(C(=NC=N1)O)C)CCCC1=CC=CC=C1